COC=1C=C(C=CC1)C1(CCNCC1)N 4-(3-methoxyphenyl)piperidin-4-amine